FC1=C(C(=O)NC2=CC(=NC=C2)C(=O)NC)C(=CC=C1C(F)(F)F)OC1=C(C(=C(C=C1)OC(F)(F)F)F)OC([2H])([2H])[2H] 4-[[2-fluoro-6-[3-fluoro-2-(trideuteriomethoxy)-4-(trifluoromethoxy)phenoxy]-3-(trifluoromethyl)benzoyl]amino]-N-methylpyridine-2-carboxamide